3-(3',3'-dimethyl-6-nitrosospiro[chromene-2,2'-indolin]-1'-yl)propionic acid CC1(C2(N(C3=CC=CC=C13)CCC(=O)O)OC1=CC=C(C=C1C=C2)N=O)C